BrC=1C(=NC(=NC1)NC1=C(C=C(C(=C1)C=1C=NN(C1)C)N1CCC(CC1)N1CCNCC1)OC1CC1)NC1=C(C=CC=C1)P(C)(C)=O (2-((5-bromo-2-((2-cyclopropyloxy-5-(1-methyl-1H-pyrazol-4-yl)-4-(4-(piperazin-1-yl)piperidin-1-yl)phenyl)amino)pyrimidin-4-yl)amino)phenyl)dimethylphosphine oxide